C1(=CC=CC=C1)C1(CC(=CC=2SC3=C(C21)C=CC=C3)NC3=CC=CC=C3)NC3=CC=CC=C3 1,N1,N3-triphenyldibenzo[b,d]thiophene-1,3-diamine